(S)-3-(4-chloro-3-((2S,3R)-2-(2,2-difluorobenzo[d][1,3]dioxolan-5-yl)-tert-butyl 4,4,4-trifluoro-3-methylbutanylamino)phenyl)-3-cyclopropylpropanoate ClC1=C(C=C(C=C1)[C@@H](CC(=O)[O-])C1CC1)N(C[C@@H]([C@H](C(F)(F)F)C)C1=CC2=C(OC(O2)(F)F)C=C1)C(C)(C)C